(R)-5-(2-oxo-2-((1,1,1-trifluoroprop-2-yl)amino)acetyl)-5,6,7,8-tetrahydroindolizine-1-carboxylic acid ethyl ester C(C)OC(=O)C=1C=CN2[C@H](CCCC12)C(C(NC(C(F)(F)F)C)=O)=O